C(C(=C)C)(=O)OC1=CC=C(C=C1)C=1C2=CC=C(N2)C(=C2C=CC(C(=C3C=CC(=C(C=4C=CC1N4)C4=CC=CC=C4)N3)C3=CC=CC=C3)=N2)C2=CC=CC=C2 5-(4-methacryloxyphenyl)-10,15,20-triphenylporphyrin